C(C)(C)(C)OC(=O)C=1NC=CC1CCO[Si](C)(C)C(C)(C)C 3-(2-((tert-butyldimethylsilyl)oxy)ethyl)-1H-pyrrole-2-carboxylic acid tert-butyl ester